FC(OC=1C=C(C=CC1)C12CCN(CC2C1)C(=O)C1CC2(C1)NC(OC2)=O)(F)F (rac)-(2s,4s)-2-(6-(3-(trifluoromethoxy)phenyl)-3-azabicyclo[4.1.0]heptane-3-carbonyl)-7-oxa-5-azaspiro[3.4]octane-6-one